ClC1=C(N=C(NC1=O)C1=CC(=NC=C1)F)N1CCNC(CC1)C 5-chloro-2-(2-fluoro-4-pyridinyl)-4-(5-methyl-1,4-diazepan-1-yl)-1H-pyrimidin-6-one